dimethyl-α-aminoacetophenone CC(C(=O)C1=CC=CC=C1)(N)C